ClC=1C=C(C=CC1)C1(SCCCS1)C1CC(C1)C1=NOC(=N1)CN1C=NC=2N=CN(C2C1=O)C 1-[[3-[3-[2-(3-chlorophenyl)-1,3-dithian-2-yl]cyclobutyl]-1,2,4-oxadiazol-5-yl]methyl]-7-methyl-purin-6-one